C1(CC1)NC(C1=C(C=C(C=C1OC)C1=CN=C2N1C=CC(=C2)OCCN(C2=CC=NC=C2)C)OC(F)F)=O N-cyclopropyl-2-(difluoromethoxy)-6-methoxy-4-[7-[2-[methyl(4-pyridyl)amino]ethoxy]imidazo[1,2-a]pyridin-3-yl]benzamide